6-methyl-4-[(1-methylcyclopropyl)amino]-N-[1-(pyrimidin-2-yl)-1H-pyrazol-4-yl]furo[2,3-d]pyrimidine-5-carboxamide CC1=C(C2=C(N=CN=C2NC2(CC2)C)O1)C(=O)NC=1C=NN(C1)C1=NC=CC=N1